ClC=1C=C2C(=CC(=NC2=C(C1)C(C)O)N1CCOCC1)C#N 6-chloro-8-(1-hydroxyethyl)-2-(morpholin-4-yl)quinoline-4-carbonitrile